3-({3-[(2S)-2-(4-chlorophenyl)-2-hydroxyethyl]-1,2,4-oxadiazol-5-yl}methyl)-5-methyl-4-oxo-3H,4H-thieno[2,3-d]pyrimidine-6-carboxamide ClC1=CC=C(C=C1)[C@H](CC1=NOC(=N1)CN1C=NC2=C(C1=O)C(=C(S2)C(=O)N)C)O